(S)-N-methyl-3-(1-phenylethoxy)-5-(1-(trifluoromethyl)-1H-pyrazol-4-yl)-1H-pyrrole-2-carboxamide CNC(=O)C=1NC(=CC1O[C@@H](C)C1=CC=CC=C1)C=1C=NN(C1)C(F)(F)F